2-[6-(2,2-difluoroethoxy)-1,5-naphthyridin-4-yl]-1H,5H,6H,7H-pyrrolo[3,2-c]Pyridin-4-one FC(COC=1N=C2C(=CC=NC2=CC1)C1=CC=2C(NCCC2N1)=O)F